ClC=1C=C2C(=NC1)[C@@]1([C@@](O2)([C@@H]([C@H]([C@@H]1C#N)C(=O)OC)C1=CC=CC=C1)C1=CC=C(C=C1)C#N)O |r| Rac-methyl (5aR,6S,7R,8R,8aS)-3-chloro-8-cyano-5a-(4-cyanophenyl)-8a-hydroxy-6-phenyl-5a,7,8,8a-tetrahydro-6H-cyclopenta[4,5]furo[3,2-b]pyridine-7-carboxylate